3-(1,1-difluoro-2-((2-hydroxyethyl)(propyl)amino)-2-oxoethyl)-N-(3,4-difluorophenyl)-4-fluorobenzamide FC(C(=O)N(CCC)CCO)(F)C=1C=C(C(=O)NC2=CC(=C(C=C2)F)F)C=CC1F